6-iodoisothiazolo[5,4-b]quinoline IC=1C=C2C=C3C(=NC2=CC1)SN=C3